6-benzyl-3-((1-methylpyrrolidin-2-yl)methoxy)-1-(piperazin-1-yl)-5,6,7,8-tetrahydro-2,6-naphthyridine-4-carbonitrile Hydrochloride Cl.C(C1=CC=CC=C1)N1CC=2C(=C(N=C(C2CC1)N1CCNCC1)OCC1N(CCC1)C)C#N